pyrido[3,4-d]pyridazin-7-amine C1=C2C(=CN=N1)C=NC(=C2)N